C(C1=CC=CC=C1)OC(=O)N[C@@H](CCSC)C(=O)OC methyl ((benzyloxy)carbonyl)-L-methioninate